3-(4-((tert-butyldimethylsilyl)oxy)phenyl)-1,1-dimethoxypropan-2-one [Si](C)(C)(C(C)(C)C)OC1=CC=C(C=C1)CC(C(OC)OC)=O